O=C(C(=O)[O-])CCC(=O)[O-].[Na+].[Na+] sodium ketoglutaric acid salt